C(C)(=O)N[C@@H]1[C@H]([C@@H]([C@H]2CO[C@@H]1O2)O)O[C@@H](C(=O)N[C@@H](C)C(=O)OCC2=CC=CC=C2)C benzyl ((R)-2-(((1R,2S,3R,4R,5R)-4-acetamido-2-hydroxy-6,8-dioxabicyclo[3.2.1]octan-3-yl)oxy)propanoyl)-L-alaninate